C=1N=CN2C1C1=CC=CC=C1[C@H]2[C@H]2[C@@H](C=1C=NC=NC1CC2)O (5S,6S)-6-((R)-5H-imidazo[5,1-a]isoindol-5-yl)-5,6,7,8-tetrahydroquinazolin-5-ol